C[C@H]1CN(CC(N1)=O)C(=O)OC(C)(C)C tert-butyl (S)-3-methyl-5-oxopiperazine-1-carboxylate